NCC(C(C)N)(C)C 1,3-Diamino-2,2-dimethylbutane